COC=1C=C(\C=N\NC(=O)C2=NC(=C(N=C2)CC)C2=CC=C(C=C2)OCC)C=C(C1)OC (E)-N'-(3,5-dimethoxybenzylidene)-6-(4-ethoxyphenyl)-5-ethylpyrazine-2-carbohydrazide